O=C1NC(CC[C@@H]1C1=CC=C(C=C1)N1CCC(CC1)CN1CCN(CC1)C(=O)OCCCC)=O butyl 4-[(1-{4-[(3R)-2,6-dioxopiperidin-3-yl]phenyl}piperidin-4-yl)methyl]piperazine-1-carboxylate